2-cyclopropyl-4-methoxybenzoyl chloride C1(CC1)C1=C(C(=O)Cl)C=CC(=C1)OC